ClC1=C(C(=CC=C1Cl)OCOC)C=N[S@@](=O)C(C)(C)C (S)-N-[[2,3-dichloro-6-(methoxymethoxy)phenyl]methylidene]-2-methylpropane-2-sulfinamide